(2R)-2-ethoxy-2-[3-(3-methoxyazetidin-1-yl)phenyl]-N-[5-[[(3R)-1-pyridazin-3-ylpyrrolidin-3-yl]amino]-1,3,4-thiadiazol-2-yl]acetamide C(C)O[C@@H](C(=O)NC=1SC(=NN1)N[C@H]1CN(CC1)C=1N=NC=CC1)C1=CC(=CC=C1)N1CC(C1)OC